C1(=CC=CC=C1)C1=NC(=NC(=N1)C=1C=C2C=3C=C(C=CC3N(C2=CC1)C=1C=NC(=NC1)C1=CC=CC=C1)C)C=1C=C2C=3C=C(C=CC3N(C2=CC1)C=1C=NC(=NC1)C1=CC=CC=C1)C 6,6'-(6-phenyl-1,3,5-triazine-2,4-diyl)bis(3-methyl-9-(2-phenylpyrimidin-5-yl)-9H-carbazole)